CNCC1CCOCC1 N-methyl(tetrahydro-2H-pyran-4-yl)methanamine